C(C)(C)NS(=O)(=O)C1=C(C=CC(=C1)C1=NC=CN=C1SC1=CC=C(C=C1)C(F)(F)F)OC N-Isopropyl-2-methoxy-5-[3-[4-(trifluoromethyl)phenyl]sulfanylpyrazin-2-yl]benzenesulfonamide